tert-butyl (3R,5S)-3-(hydroxymethyl)-5-((7-trityl-7H-pyrrolo[2,3-d]pyrimidin-4-yl)amino)piperidine-1-carboxylate OC[C@H]1CN(C[C@H](C1)NC=1C2=C(N=CN1)N(C=C2)C(C2=CC=CC=C2)(C2=CC=CC=C2)C2=CC=CC=C2)C(=O)OC(C)(C)C